{6-[5-(o-chlorophenyl)-1H-1,2,4-triazol-1-yl]-2-aza-2-spiro[3.3]heptyl}(2-fluoro-5-hydroxyphenyl)methanone ClC1=C(C=CC=C1)C1=NC=NN1C1CC2(CN(C2)C(=O)C2=C(C=CC(=C2)O)F)C1